2-(4-methoxybenzoyl)-1,2,3,4-tetrahydroisoquinoline-6-carboxylic acid methyl ester COC(=O)C=1C=C2CCN(CC2=CC1)C(C1=CC=C(C=C1)OC)=O